2-cyclopropyl-N-(4-methoxyphenylmethyl)ethaneamine C1(CC1)CCNCC1=CC=C(C=C1)OC